ClCCCC#CCCCCCC(OC)OC (7Z)-11-chloro-1,1-dimethoxy-7-undecayne